C(#N)C=1C=C(C=CC1F)NC(N(C1COCC=2NC(C=3C=CC(=CC3C21)F)=O)CC)=O 3-(3-Cyano-4-fluorophenyl)-1-ethyl-1-(9-fluoro-6-oxo-1,4,5,6-tetrahydro-2H-pyrano[3,4-c]isoquinolin-1-yl)urea